FC(C=1N=CSC1C1=CC=C(CNC(=O)C2NCC(C2)O)C=C1)F N-(4-(4-(difluoromethyl)thiazol-5-yl)benzyl)-4-hydroxypyrrolidine-2-carboxamide